N1C=C(C2=CC=CC=C12)CCC1=NN=C(O1)CCC(=O)OC Methyl 3-{5-[2-(1H-indol-3-yl)ethyl]-1,3,4-oxadiazol-2-yl}propanoate